FC1(CCN(CC1)C(=O)C=1C=C2C=CC(=C(C2=CC1)C=1C=C2C=CNC(C2=CN1)=O)F)F 6-(6-(4,4-difluoropiperidine-1-carbonyl)-2-fluoronaphthalen-1-yl)-2,7-naphthyridin-1(2H)-one